(3e)-6'-bromo-2,3'-biindole-2',3(1h,1'h)-dione 3-oxime BrC1=CC=C2C(C(NC2=C1)=O)=C/1NC2=CC=CC=C2\C1=N/O